NC1=CC=C(CN)C=C1 para-aminobenzylamine